[Cl-].C(=CC)[NH2+]C=CC dipropenyl-ammonium chloride